NC1=NC(=CC2=CC(=CC=C12)C=1C=C(C=CC1)B(O)O)C [3-(1-amino-3-methylisoquinolin-6-yl)phenyl]boronic acid